N(=[N+]=[N-])CCN 2-azidoethan-1-amine